FC(C1CC2(CNC2)C1)F 6-(difluoromethyl)-2-azaspiro[3.3]heptane